FC=1C(=C(C#N)C=C(C1)CO[C@@H](CO)COCCCCCCCCCCCCCCCCCC)C (S)-3-fluoro-5-(((1-hydroxy-3-(octadecyloxy)propan-2-yl)oxy)methyl)-2-methylbenzonitrile